(R)-2-(4-(4-chloropyrazolo[1,5-a]pyridin-2-yl)-1,4,6,7-tetrahydro-5H-imidazo[4,5-c]pyridin-5-yl)-5-(pyrimidin-4-yl)-1,3,4-oxadiazole ClC=1C=2N(C=CC1)N=C(C2)[C@@H]2N(CCC1=C2N=CN1)C=1OC(=NN1)C1=NC=NC=C1